Tert-Butyl N-[6-(4-amino-4-methylpiperidin-1-yl)-5-(aminomethyl)-3-(2,3-dichlorophenyl)pyrazin-2-yl]carbamate NC1(CCN(CC1)C1=C(N=C(C(=N1)NC(OC(C)(C)C)=O)C1=C(C(=CC=C1)Cl)Cl)CN)C